2,6-dichloro-5-nitropyrimidin-4-amine ClC1=NC(=C(C(=N1)N)[N+](=O)[O-])Cl